4-(2-phenyl-1-naphthyl)-1H-pyrazole-5-carboxylic acid ethyl ester C(C)OC(=O)C1=C(C=NN1)C1=C(C=CC2=CC=CC=C12)C1=CC=CC=C1